C(CCCCC)C12CCC(C3C4C=CC(C13)C4)C2 hexyl-1,2,3,4,4a,5,8,8a-octahydro-1,4:5,8-dimethanonaphthalene